(S)-6a-(difluoromethyl)-2-(3-fluoro-2-hydroxyphenyl)-6-oxo-5,6,6a,7,9,10-hexahydro-8H-pyrazino[1',2':4,5]pyrazino[2,3-c]pyridazine-8-carboxylate FC([C@@]12N(C=3C(=NN=C(C3)C3=C(C(=CC=C3)F)O)NC1=O)CCN(C2)C(=O)[O-])F